BrC1=CC=C(C=C1)N1C(C(=CC2=C1N=C(N=C2)NCC(F)(F)F)C2=CC=C(C=C2)OC)=O 8-(4-bromophenyl)-6-(4-methoxyphenyl)-2-(2,2,2-trifluoroethylamino)pyrido[2,3-d]pyrimidin-7(8H)-one